5-{4-[(S)-1-(tert-butyl-dimethyl-silanyloxy)-indan-4-yl]-3,5-dimethyl-phenyl}-2-methyl-2H-tetrazole C(C)(C)(C)[Si](O[C@H]1CCC2=C(C=CC=C12)C1=C(C=C(C=C1C)C=1N=NN(N1)C)C)(C)C